1-(3-azidopropoxy)-4-methoxybenzene N(=[N+]=[N-])CCCOC1=CC=C(C=C1)OC